BrC=1C=CC=C2C3=C(NC12)C=NC=C3 8-bromo-9H-pyrido[3,4-b]Indole